BrC1=NC(=C(C=C1CC(C(C)C)NC(OC(C)(C)C)=O)OCCCOC)OC Tert-butyl (1-(2-bromo-6-methoxy-5-(3-methoxypropoxy)pyridin-3-yl)-3-methylbutan-2-yl)carbamate